OC(C)(C)C1=CC=C(C=C1)C(=C)C 1-(α-hydroxyisopropyl)-4-isopropenylbenzene